The molecule is a polyene antibiotic isolated from Streptomyces mediocidicus ATCC23936 and has been shown to exhibit a broad spectrum of antifungal activity. It has a role as a metabolite and an antifungal agent. It is an amino acid, a polyene antibiotic and a primary amino compound. C[C@@H]([C@@H](/C=C/C=C/C=C/C=C/C=C/C=C/CC(C(C)C(=O)C[C@@H](C[C@@H](/C=C/C[C@@H](C[C@H](C[C@@H](/C=C/C[C@H](C[C@@H](/C=C/C[C@H](C[C@H](CCCN)O)O)O)O)O)O)O)O)O)O)O)[C@H](C(C)/C=C/CC/C=C/C=C/C=C(\\C)/C(=O)O)O